C(#N)C1=CC(=C(N(C1=O)C)C)C=1NC2=CC=C(C=C2C1C(C)C)C1CCN(CC1)CC(=O)NC 2-(4-(2-(5-cyano-1,2-dimethyl-6-oxo-1,6-dihydropyridin-3-yl)-3-isopropyl-1H-indol-5-yl)piperidin-1-yl)-N-methylacetamide